1-[3-(trifluoromethoxy)azetidin-1-yl]ethanone FC(OC1CN(C1)C(C)=O)(F)F